FC1(CC(NC1)C1=CC=CC=C1)F 4,4-Difluoro-2-phenylpyrrolidine